C(C)(C)[C@H]1CC[C@H](CC1)N1CCC(CC1)N1C(=CC2=CC=CC=C12)CNC(C(C)(C)C)=O N-((1-(1-(cis-4-isopropylcyclohexyl)piperidin-4-yl)-1H-indole-2-yl)methyl)pivalamide